dibutyl ether-HCl Cl.C(CCC)OCCCC